COC1=NC(=CC2=C1C(NN=C2)=O)C2=CC=C(CCP(O)(O)=O)C=C2 (4-(5-methoxy-4-oxo-3,4-dihydropyrido[3,4-d]pyridazin-7-yl)phenethyl)phosphonic acid